OC1=C(C=C(CNC(CCCCCCCC)=O)C=C1)OC N-(4-hydroxy-3-methoxy-benzyl)pelargonamide